1-(3-(6-phenylquinazolin-8-yl)pyrrolidin-1-yl)prop-2-en C1(=CC=CC=C1)C=1C=C2C=NC=NC2=C(C1)C1CN(CC1)CC=C